CNCCNCC(=O)O N-[2-(methylamino)ethyl]-glycine